CC(=O)C1C(CC(CC1)C(C)(C)C)C 2-methyl-4-tert.butylcyclohexyl methyl ketone